6-chloro-4-((3-(5-cyclopropylpyrazin-2-yl)-5-fluoro-2-methoxyphenyl)amino)-N-(methyl-d3)pyridazine-3-carboxamide ClC1=CC(=C(N=N1)C(=O)NC([2H])([2H])[2H])NC1=C(C(=CC(=C1)F)C1=NC=C(N=C1)C1CC1)OC